tert-butyl (2-methyl-4-(pyrrolo[2,1-f][1,2,4]triazin-4-yl)benzyl)carbamate CC1=C(CNC(OC(C)(C)C)=O)C=CC(=C1)C1=NC=NN2C1=CC=C2